tert-butyl 3-(phenoxymethyl)-1H-pyrazole-1-carboxylate O(C1=CC=CC=C1)CC1=NN(C=C1)C(=O)OC(C)(C)C